ClC=1C(=CC2=C(OC(O2)(F)F)C1)B1OC(C(O1)(C)C)(C)C (6-chloro-2,2-difluorobenzo[d][1,3]dioxol-5-yl)-4,4,5,5-tetramethyl-1,3,2-dioxaborolane